(R)-3-(5-(3-((tert-butoxycarbonyl)((3-fluorobicyclo[1.1.1]pentan-1-yl)methyl)amino)piperidin-1-yl)pyridin-2-yl)oxetane-3-carboxylic acid C(C)(C)(C)OC(=O)N([C@H]1CN(CCC1)C=1C=CC(=NC1)C1(COC1)C(=O)O)CC12CC(C1)(C2)F